3-iodo-5-(1-methyl-1H-1,2,4-triazol-3-yl)-1-(2-(pyrrolidin-1-yl)ethyl)-1H-indole IC1=CN(C2=CC=C(C=C12)C1=NN(C=N1)C)CCN1CCCC1